{3-[{[tert-Butyl(dimethyl)silyl]oxy}(3-chlorophenyl)methyl]-5-(1,3-dioxolan-2-yl)-2-thienyl}methanol [Si](C)(C)(C(C)(C)C)OC(C1=C(SC(=C1)C1OCCO1)CO)C1=CC(=CC=C1)Cl